C[C@H]([C@H]1[C@@H](O1)/C=C/[C@H]2[C@@H](O2)[C@@H](C=C)O)O The molecule is a polyketide obtained from the fungus Alternaria brassicicola and having a highly unusual structure of an 11-carbon chain containing two epoxides and six stereogenic centres. It is an inhibitor of histone deacetylase (HDAC) both in vivo and in vitro and also exhibits anti-angiogenic activity. It has a role as an EC 3.5.1.98 (histone deacetylase) inhibitor and a fungal metabolite.